(heptafluoropropyl)-3-(naphthalen-2-yl)isoxazole FC(C(F)(F)C=1C(=NOC1)C1=CC2=CC=CC=C2C=C1)(C(F)(F)F)F